2-(5-Fluoro-benzothiazol-2-ylamino)-1-methyl-1H-benzimidazole-5-carboxylic acid methylamide CNC(=O)C1=CC2=C(N(C(=N2)NC=2SC3=C(N2)C=C(C=C3)F)C)C=C1